methyl 4-((S)-1-((R)-2-((4-chlorobenzyl)oxy)-3-methylbutanamido)ethyl)benzoate ClC1=CC=C(CO[C@@H](C(=O)N[C@@H](C)C2=CC=C(C(=O)OC)C=C2)C(C)C)C=C1